(5-(2-(4-azaspiro[2.4]hept-4-yl)acetamido)-2-methylpyridin-3-yl)-2-(1-methyl-1H-pyrazol-4-yl)pyrazolo[5,1-b]thiazole-7-carboxamide C1CC12N(CCC2)CC(=O)NC=2C=C(C(=NC2)C)C=2N1C(SC2C=2C=NN(C2)C)=C(C=N1)C(=O)N